C(C1=CC=CC=C1)N1CC(CCC1)(CC=C)C 1-benzyl-3-methyl-3-allylpiperidine